ClP(C1=CC=CC=C1)(C1=CC=CC=C1)(C1=CC=CC=C1)Cl dichlorotriphenyl-phosphorane